3-hydroxy-2-(hydroxymethyl)-2-methylpropionaldehyde OCC(C=O)(C)CO